(-)-benzidine C1(=CC=C(N)C=C1)C1=CC=C(N)C=C1